FC=1C=C(C=C(C1F)F)NC(=O)N1CC=2N(CC1)N=CC2C(=O)N[C@@H](C(F)(F)F)C (R)-N5-(3,4,5-trifluorophenyl)-N3-(1,1,1-trifluoropropan-2-yl)-6,7-dihydropyrazolo[1,5-a]Pyrazine-3,5(4H)-dicarboxamide